COC(=O)C1CN(CCN1C1=CC=C(C=C1)OCC1=CC=CC=C1)C(=O)OC(C)(C)C 4-(4-(benzyloxy)phenyl)piperazine-1,3-dicarboxylic acid 1-tert-butyl ester 3-methyl ester